F[Sb-](F)(F)(F)(F)F.C1=C(C=CC2=CC=CC=C12)C[SH+]CC1=CC=C(C=C1)O β-naphthylmethyl-4-hydroxyphenylmethylsulfonium hexafluoroantimonate